N-[3-[4-[7-(4-ethyl-1,2,4-triazol-3-yl)imidazo[1,5-a]pyridin-5-yl]oxyphenoxy]propyl]tetrahydrofuran-3-amine C(C)N1C(=NN=C1)C1=CC=2N(C(=C1)OC1=CC=C(OCCCNC3COCC3)C=C1)C=NC2